C(C([2H])([2H])[2H])(C=1C(NC2=C(C(=CC=C2N1)CN1CCC(=CC1)C1=NC=C(C=C1)F)F)=O)([2H])[2H] 3-(ethyl-d5)-8-fluoro-7-((5-fluoro-3',6'-dihydro-[2,4'-bipyridin]-1'(2'H)-yl)methyl)quinoxalin-2(1H)-one